C1(CC1)C1=CC(=NN1)NC1=NC(=NC=C1)N1C2CC(C1)(C2)C(=O)N(C)C 2-[4-[(5-Cyclopropyl-1H-pyrazol-3-yl)amino]pyrimidin-2-yl]-N,N-dimethyl-2-azabicyclo[2.1.1]hexane-4-carboxamide